C(C)S(=O)(=O)O ethane-1-sulfonic acid